Methyl 2-(4-((tert-butoxycarbonyl) amino) pyridin-2-yl)-2-methylpropionate C(C)(C)(C)OC(=O)NC1=CC(=NC=C1)C(C(=O)OC)(C)C